3-Ethyl-7-((4-(2-(trifluoromethyl)imidazo[1,2-a]pyrazin-6-yl)-3,6-dihydropyridin-1(2H)-yl)methyl)-1,5-naphthyridin-2(1H)-one C(C)C=1C(NC2=CC(=CN=C2C1)CN1CCC(=CC1)C=1N=CC=2N(C1)C=C(N2)C(F)(F)F)=O